3-chloro-5-(3-isopropyl-5-(4-methylpiperazine-1-carbonyl)-1H-indol-2-yl)-1,4-dimethylpyridin-2(1H)-one ClC=1C(N(C=C(C1C)C=1NC2=CC=C(C=C2C1C(C)C)C(=O)N1CCN(CC1)C)C)=O